O=CNCC(NC(CC(NCCCC(NCCC(NC(CCCCCCCCCCCCCCCCC(=O)O)=O)C(=O)O)=O)=O)C(=O)O)=O 1,4,8,13,19-pentaoxo-2,5,9,14,18-pentaazapentatriacontane-6,17,35-tricarboxylic acid